1-(2-Hydroxyphenyl)-3-(4-iodophenyl)prop-2-en-1-one OC1=C(C=CC=C1)C(C=CC1=CC=C(C=C1)I)=O